FC1=CC=C(C=C1)N1C[C@H](N(CC1)CC[C@@H]1NC(C2(C1)CCNCC2)=O)C (R)-3-(2-((R)-4-(4-fluorophenyl)-2-methylpiperazin-1-yl)ethyl)-2,8-diazaspiro[4.5]decan-1-one